C(=O)NC[Si](OC)(OC)C (N-formyl-1-aminomethyl)(methyl)(dimethoxy)silane